(2R,3R,4R,5S)-2-methyl-1-(((R)-1-(o-tolyl)piperidin-3-yl)methyl)piperidine-3,4,5-triol C[C@H]1N(C[C@@H]([C@H]([C@@H]1O)O)O)C[C@@H]1CN(CCC1)C1=C(C=CC=C1)C